OS(=O)(=O)C(F)(F)F.FC(S1C=2C=CC=CC2SC2=CC=CC=C12)(F)F S-trifluoromethyl-thianthrene triflate